furo[3,4-d]isothiazole S1N=CC=2C1=COC2